(2S,3R,4R,5S,6R)-2,3,4,5,6,7-hexahydroxyheptanal O[C@H](C=O)[C@@H]([C@@H]([C@H]([C@@H](CO)O)O)O)O